Cl.C(C)C1CN(CC(N1)C)C1=CC=C(N=N1)N 6-(3-ethyl-5-methylpiperazin-1-yl)pyridazin-3-amine hydrochloride